C1CCC2=C(C=CC=C12)C1=C(C=C2C(=N1)C(=NN2)C=2C=CC(=NC2)C2CN(C2)CCC#N)OC 3-(3-(5-(5-(2,3-Dihydro-1H-inden-4-yl)-6-methoxy-1H-pyrazolo[4,3-b]pyridin-3-yl)pyridin-2-yl)azetidin-1-yl)propanenitrile